FC1=C(CNC([C@@H](C)N2C(C(C(C2=O)([2H])[2H])([2H])[2H])=O)=O)C=CC=C1 (R)-N-(2-fluorobenzyl)-2-(2,5-dioxopyrrolidin-1-yl-3,3,4,4-d4)propanamide